cyclopropyl-1-methyl-1H-pyrazol-3-amine C1(CC1)C=1C(=NN(C1)C)N